N-acetylneuraminic acid (N-acetylneuraminate) C(C)(=O)N[C@@H]1[C@H](CC(C(O)=O)(O)O[C@H]1[C@H](O)[C@H](O)CO)O.C(C)(=O)N[C@@H]1[C@H](CC(C(O)=O)(O)O[C@H]1[C@H](O)[C@H](O)CO)O